trans-cinnamyl propionate C(CC)(=O)OC\C=C\C1=CC=CC=C1